diisocyanatobutanediol N(=C=O)C(C(O)(O)N=C=O)CC